dopaminquinone N(C(CC1=CC(O)=C(O)C=C1)=O)=O